(R)-2-Amino-6-(3-amino-3-oxopropyl)-7-oxo-6-phenyl-4,5,6,7-tetrahydrobenzo[b]thiophene-3-carboxamide NC1=C(C2=C(S1)C([C@@](CC2)(C2=CC=CC=C2)CCC(=O)N)=O)C(=O)N